N[C@](COC=1C=CC(=NC1C)C1=C(C(=NC=C1)N)F)(CC(C)C)C (S)-5-((2-amino-2,4-dimethylpentyl)oxy)-3'-fluoro-6-methyl-[2,4'-bipyridinyl]-2'-amine